4-(3-(4-(2-(dimethylamino)acetamido)-2,6-dimethylphenoxy)-5-methylphenyl)-N-ethyl-6-methyl-7-oxo-6,7-dihydro-1H-pyrrolo[2,3-c]pyridine-2-carboxamide CN(CC(=O)NC1=CC(=C(OC=2C=C(C=C(C2)C)C=2C3=C(C(N(C2)C)=O)NC(=C3)C(=O)NCC)C(=C1)C)C)C